SCC[Si](OCCC)(OCCC)OCCC 2-mercaptoethyl-tripropoxysilane